[Cl-].C(C=C)[Zn+] allylzinc chloride